(R)-4-(6-aminopyridin-3-yl)-2-methylpiperazine-1-carboxylic acid tert-butyl ester C(C)(C)(C)OC(=O)N1[C@@H](CN(CC1)C=1C=NC(=CC1)N)C